N1(N=NC=C1)CCC(=O)N1CC(=CCC1)C1=CC(=C2C=C(NC2=C1F)C(=O)O)[C@@H]1CN(CC1)C (R)-6-(1-(3-(1H-1,2,3-triazol-1-yl)propanoyl)-1,2,5,6-tetrahydropyridin-3-yl)-7-fluoro-4-(1-methylpyrrolidin-3-yl)-1H-indole-2-carboxylic acid